CC1=CNC2=CC=CC(=C12)N1N=CC(=C1C(F)(F)F)C(=O)NC1=CC(=NC=C1)C(F)(F)F 1-(3-methyl-1H-indol-4-yl)-5-(trifluoromethyl)-N-[2-(trifluoromethyl)-4-pyridinyl]pyrazole-4-carboxamide